C1(=CC=CC=C1)N1N=CC(=C1)C=1C=C2C(=CNC2=CC1)NC(=O)NC1=CC=C(C=C1)C(F)(F)F 1-(5-(1-phenyl-1H-pyrazol-4-yl)-1H-indol-3-yl)-3-(4-(trifluoromethyl)phenyl)urea